C(#N)CCCC(C)(N(P(O)O)C(C)C)C1CCC(CC1)N(C1=NC(=NC=C1)C=C)C.C(C)(C)(C)N1CC=C(C=C1)NC(=O)C1CC2=CC=CC=C2C1 N-tert-Butyl-4-(indane-2-carbonyl-amino)pyridine 2-cyanoethyl-(4-(methyl(2-vinylpyrimidin-4-yl)amino)cyclohexyl)diisopropylphosphoramidite